C(C)(C)(C)OC(=O)N[C@H]1CN(CC12CC2)C2=NC=1C(=C(C3=C(C1C=N2)COC3)C3=NC=C(C2=C3C(=C(S2)NC(OC(C)(C)C)=O)C#N)F)F tert-Butyl (4-(3-((R)-7-((tert-butoxycarbonyl)amino)-5-azaspiro[2.4]heptan-5-yl)-5-fluoro-7,9-dihydrofuro[3,4-f]quinazolin-6-yl)-3-cyano-7-fluorothieno[3,2-c]pyridin-2-yl)carbamate